6-Chloro-1-(cyclopropylmethyl)-2-iodo-1H-pyrrolo[2,3-b]pyridine ClC1=CC=C2C(=N1)N(C(=C2)I)CC2CC2